N-(3-dimethylaminopropyl)-N,N-diisopropylamine CN(CCCN(C(C)C)C(C)C)C